OCC[N+](C)(C)C.C(C(=C)C)(=O)OCCP(O)(O)=O 2-(methacryloyloxy)ethylphosphonic acid choline